C1=CC=CC=2C3=CC=CC=C3N(C12)C(=O)OCCOCCOCC1=NC(=CC=C1)COCCOCCOC(=O)C1=CC=CC=2C3=CC=CC=C3NC12 2-(2-{[6-({2-[2-(9H-carbazolylcarbonyloxy)ethoxy]ethoxy}methyl)-2-pyridyl]methoxy}ethoxy)ethyl 9-carbazolecarboxylate